C(CCC)OCC(O)(C)C 2-butoxy-1,1-dimethylethanol